1-(5-Fluorobenzofuran-3-yl)cyclobutan-1-ol tert-butyl-7-methyl-6-oxooctahydro-2H-pyrazino[1,2-a]pyrazine-2-carboxylate C(C)(C)(C)C1C2N(CCN1C(=O)OC1(CCC1)C1=COC3=C1C=C(C=C3)F)C(C(NC2)C)=O